7-(5-amino-2-methylphenyl)-1,3-dihydro-2H-pyrrolo[2,3-c]isoquinolin-2-one NC=1C=CC(=C(C1)C=1C=CC=2C3=C(N=CC2C1)NC(C3)=O)C